ClC(C(C)=O)C(C)=O 3-chloro-2,4-pentanedione